4-methyl-N-[1-(phenylmethyl)-1H-indazol-5-yl]-1,3-thiazole-5-carboxamide CC=1N=CSC1C(=O)NC=1C=C2C=NN(C2=CC1)CC1=CC=CC=C1